N1C(=CC=C1)\C=N\C=1C(=NC(=NC1N)S)O (E)-5-(((1H-pyrrol-2-yl)methylene)amino)-6-amino-2-mercaptopyrimidin-4-ol